BrC=1SC=2C(N(C[C@H](N3CCCC1C23)CC#N)CC2=C(C=C(C=C2)OC)OC)=O 2-[(9R)-3-bromo-11-[(2,4-dimethoxyphenyl)methyl]-12-oxo-2-thia-8,11-diazatricyclo[6.4.1.04,13]trideca-1(13),3-dien-9-yl]acetonitrile